CCOC(=O)CC[C@@H](C(=O)O)N L-glutamic acid gamma-ethyl ester